1-(4-(6-chloro-8-fluoro-7-(3-hydroxynaphthalen-1-yl)-2-(3,3,3-trifluoropropylamino)quinazolin-4-yl)piperazin-1-yl)prop-2-en-1-one ClC=1C=C2C(=NC(=NC2=C(C1C1=CC(=CC2=CC=CC=C12)O)F)NCCC(F)(F)F)N1CCN(CC1)C(C=C)=O